(2-mercaptoethyl)phenol SCCC1=C(C=CC=C1)O